C1(CCC(C2CCCCC12)C(=O)O)C(=O)O decahydro-1,4-naphthalenedicarboxylic acid